C(C)N1CC[C@H]([C@]12COCC2)C2=CC=1C(=NC=CC1NC=1C(=CC3=C(N=CS3)C1F)F)S2 N-(2-((4R,5R)-1-ethyl-7-oxa-1-azaspiro[4.4]nonan-4-yl)thieno[2,3-b]pyridin-4-yl)-4,6-difluorobenzo[d]thiazol-5-amine